CN(C1=CC=C(C=C1)N=NC1=C(C=CC=C1)C(=O)O)C 2-(N,N-dimethyl-4-aminophenyl)azobenzenecarboxylic acid